(1S,2R)-1-(3,4-bis(benzyloxy)phenyl)-1-((tert-butyldimethylsilyl)oxy)-3-(2,4,6-tris(methoxymethoxy)phenyl)propan-2-ol C(C1=CC=CC=C1)OC=1C=C(C=CC1OCC1=CC=CC=C1)[C@@H]([C@@H](CC1=C(C=C(C=C1OCOC)OCOC)OCOC)O)O[Si](C)(C)C(C)(C)C